(S)-2-(3,3-dimethylbutanamido)-4-((2-(2-methoxyphenoxy)ethyl)(4-(5,6,7,8-tetrahydro-1,8-naphthyridin-2-yl)butyl)amino)butanoic acid CC(CC(=O)N[C@H](C(=O)O)CCN(CCCCC1=NC=2NCCCC2C=C1)CCOC1=C(C=CC=C1)OC)(C)C